C1=CC=CC=2C3=CC=CC=C3C(C12)COC(=O)NC1=C(C[C@H](N)C(=O)O)C=CC(=C1)OC(C)(C)C (S)-2-((((9H-fluoren-9-yl)methoxy)carbonyl)amino)-O-tert-butyl-L-tyrosine